C(C)(C)(C)C=1C=CC=2N(C3=CC=CC=C3C2C1)C1=C(C#N)C(=C(C(=C1N1C2=CC=CC=C2C=2C=C(C=CC12)C(C)(C)C)N1C2=CC=CC=C2C=2C=C(C=CC12)C(C)(C)C)N1C2=CC=CC=C2C=2C=C(C=CC12)C(C)(C)C)C1=CC=NC=C1 2,3,4,5-tetrakis(3-(tert-butyl)-9H-carbazol-9-yl)-6-(pyridin-4-yl)benzonitrile